CN1CCN(CC1)C1=CC=C2C=CC(=NC2=C1)N 7-(4-methylpiperazin-1-yl)quinolin-2-amine